[N+](=O)([O-])C1=CC=C(C=C1)CN1CCC(CC1)NC(OC(C)(C)C)=O tert-Butyl N-{1-[(4-nitrophenyl)methyl]piperidin-4-yl}carbamate